ClC=1C=C(C=CC1Cl)N1N=C(C(C1)C)NC(=O)C=1C=NC(=NC1)/C=C/C(=O)OCC ethyl (E)-3-(5-((1-(3,4-dichlorophenyl)-4-methyl-4,5-dihydro-1H-pyrazol-3-yl)carbamoyl)pyrimidin-2-yl)acrylate